BrC1=CC(=C(O[C@H](C(=O)O)C)C=C1)C1CC(C1)OC (2S)-2-{4-bromo-2-[(1S,3S)-3-methoxycyclobutyl]phenoxy}propanoic acid